indolo[1,2-a]benzimidazol-2-amine C1=C2C=C3NC4=C(N3C2=CC=C1N)C=CC=C4